C(#N)C1=CC(=C(COC2=CC=CC(=N2)C2CCN(CC2)CC2=NC3=C(N2C[C@H]2COCC2)C=C(C=C3)C(=O)O)C=C1)F 2-[(4-{6-[(4-cyano-2-fluorobenzyl)oxy]pyridin-2-yl}piperidin-1-yl)methyl]-1-[(3S)-tetrahydrofuran-3-ylmethyl]-1H-benzimidazole-6-carboxylic acid